4-fluoro-4-((2-methyl-2H-tetrazol-5-yl)(phenyl)methyl)piperidine FC1(CCNCC1)C(C1=CC=CC=C1)C=1N=NN(N1)C